(E,2S,3R)-2-aminohenicosane-4-ene-1,3-diol N[C@@H](CO)[C@@H](\C=C\CCCCCCCCCCCCCCCC)O